(2R,3S,4S,5S)-3-(3,4-difluoro-2-vinyl-phenyl)-4,5-dimethyl-5-(trifluoromethyl)tetrahydrofuran FC=1C(=C(C=CC1F)[C@H]1CO[C@@]([C@H]1C)(C(F)(F)F)C)C=C